C(C#C)N1N=CC=C1 1-(prop-2-yn-1-yl)-1H-pyrazole